FC1=C(C=C(C=C1)F)[C@@]([C@H](C)C=1SC=C(N1)C1=CC=C(C#N)C=C1)(CN1N=CN=C1)O 4-[2-[(2S,3S)-3-(2,5-difluorophenyl)-3-hydroxy-4-(1H-1,2,4-triazol-1-yl)butan-2-yl]-1,3-thiazol-4-yl]benzonitrile